ClC1=C(C=CC=C1C1=C(C=C(C=C1)F)F)[C@@]1(CC(N(C(N1)=N)C1CC(C1)N(C)C)=O)C (6S)-6-[2-Chloro-3-(2,4-difluoro-phenyl)phenyl]-3-[3-(dimethyl-amino)cyclobutyl]-2-imino-6-methylhexahydropyrimidin-4-one